COCOC1=C(C2=CC=CC=C2C=C1)C3=C(C=CC4=CC=CC=C43)OCOC (R)-2,2'-bis(methoxymethoxy)-1,1'-binaphthalene